FC=1C=2N(C=CC1C)C(=CN2)C2=NC=C(C1=C2CNC1=O)NC1=NC=C(C=C1)N1C[C@H](OCC1)C(C)(C)O 4-(8-fluoro-7-methyl-imidazo[1,2-a]pyridin-3-yl)-7-[[5-[(2S)-2-(1-hydroxy-1-methyl-ethyl)morpholin-4-yl]-2-pyridyl]amino]-2,3-dihydro-pyrrolo[3,4-c]pyridin-1-one